2-(2-(1H-imidazol-1-yl)-1-methyl-1H-indol-6-yl)-N-(3-fluoro-4-(1H-pyrazol-4-yl)phenyl)pyrimidin-4-amine N1(C=NC=C1)C=1N(C2=CC(=CC=C2C1)C1=NC=CC(=N1)NC1=CC(=C(C=C1)C=1C=NNC1)F)C